ClC1=CC(=C(COC2=CC=CC(=N2)C=2CCN(CC2)CC2=NC3=C(N2C[C@H]2OCC2)C=CC(=C3)C(=O)OC)C=C1)F Methyl (S)-2-((6-((4-chloro-2-fluorobenzyl)oxy)-3',6'-dihydro-[2,4'-bipyridin]-1'(2'H)-yl)methyl)-1-(oxetan-2-ylmethyl)-1H-benzo[d]imidazole-5-carboxylate